3-methyl-6-(trifluoromethyl)spiro[2,3-dihydroisoquinoline-4,1'-cyclopropane] CC1NCC2=CC=C(C=C2C12CC2)C(F)(F)F